4-(4-((4,4-dimethylpiperidin-1-yl)methyl)phenyl)-9-(1H-pyrazolo[3,4-d]pyrimidin-4-yl)-1,4,9-triazaspiro[5.5]undecan-2-one CC1(CCN(CC1)CC1=CC=C(C=C1)N1CC(NC2(C1)CCN(CC2)C2=C1C(=NC=N2)NN=C1)=O)C